2'-amino-6'-mercapto-5-(tetrahydrofuran-3-yl)-[2,4'-bipyridine]-3',5'-dicarbonitrile NC1=NC(=C(C(=C1C#N)C1=NC=C(C=C1)C1COCC1)C#N)S